C(C)OC[C@]1(CN(CC1)CC=1C(=NC=CC1)C#N)CCC1=CC=C(C=C1)F |o1:4| (R or S)-3-((3-(ethoxymethyl)-3-(4-fluorophenethyl)pyrrolidin-1-yl)methyl)picolinonitrile